ClC1=CC=C(C=C1)C1=NC2=C(N1C(C(=O)NC1CCCCC1)C1CCCCC1)C=CC(=C2)F 2-[2-(4-chloro-phenyl)-5-fluoro-benzimidazol-1-yl]-2,N-dicyclohexyl-acetamide